N-((S)-1-(4-(Methylsulfonyl)phenyl)ethyl)-4-((R)-3-(3-(trifluoromethyl)phenoxy)pyrrolidin-1-yl)tetrahydro-2H-pyran-4-carboxamide, hydrochloride Cl.CS(=O)(=O)C1=CC=C(C=C1)[C@H](C)NC(=O)C1(CCOCC1)N1C[C@@H](CC1)OC1=CC(=CC=C1)C(F)(F)F